BrC1=C(N(C=C1F)COCC[Si](C)(C)C)C(=O)OC methyl 3-bromo-4-fluoro-1-((2-(trimethylsilyl) ethoxy) methyl)-1H-pyrrole-2-carboxylate